C1(=CC=CC=C1)C(C(C)O)C 3-phenyl-2-butanol